[C@H]12CN(C[C@H](CC1)N2)C2=NC(=NC1=C(C(=CC=C21)C2=CC(=CC1=CC=CC=C21)O)F)CCO 4-(4-((1R,5S)-3,8-diazabicyclo[3.2.1]octan-3-yl)-8-fluoro-2-(2-hydroxyethyl)quinazolin-7-yl)naphthalen-2-ol